C(=O)O.CN1C(NC(CC1)=O)=O 1-methyldihydropyrimidine-2,4(1H,3H)-dione, formic acid salt